3-cyclopropyl-5-methyl-1H-pyrazole C1(CC1)C1=NNC(=C1)C